N1C=NC2=C1C=CC=C2N2C[C@@H](O[C@H](C2)C)C (2S,6S)-4-(1H-benzo[d]imidazol-4-yl)-2,6-dimethylmorpholine